COC(C1=C(C(=C(C(=C1C)OC)OC)F)CC#N)=O.BrC=1C=C(C=C(C1)OC)NC(CC)=O N-(3-bromo-5-methoxyphenyl)propionamide methyl-2-(cyanomethyl)-3-fluoro-4,5-dimethoxy-6-methylbenzoate